2-{[2-(5-chloropyridin-2-yl)imidazo[1,2-a]pyridin-3-yl]methyl}-2,5-diazabicyclo-[2.2.2]octane dihydrochloride Cl.Cl.ClC=1C=CC(=NC1)C=1N=C2N(C=CC=C2)C1CN1C2CNC(C1)CC2